CC(C(CO)CC)CCC 3-methyl-2-ethylhexanol